(3S)-1-[8-amino-1-(4-{[4-(trifluoromethyl)pyridin-2-yl]carbamoyl}phenyl)imidazo[1,5-a]pyrazin-3-yl]pyrrolidine-3-carboxylic acid NC=1C=2N(C=CN1)C(=NC2C2=CC=C(C=C2)C(NC2=NC=CC(=C2)C(F)(F)F)=O)N2C[C@H](CC2)C(=O)O